N1N=NN=C1C1=CC=CC=C1C(=O)N 1H-tetrazol-5-benzamide